FC1=C(C=CC2=CN(N=C12)C)O 7-fluoro-2-methyl-indazol-6-ol